C1CCC2=C(C=3CCCC3C=C12)NC(=O)N=[S@@](=O)(N)C1=CN=C(S1)C(C)(C)O (S)-N'-(1,2,3,5,6,7-hexahydro-s-indacen-4-ylcarbamoyl)-2-(2-hydroxypropan-2-yl)thiazole-5-sulfonimidamide